NCCCOC1=CC=C(C=C1)C(C)(C)C1=CC=C(OCC=2OC=C(N2)CO)C=C1 (2-((4-(2-(4-(3-aminopropoxy)phenyl)propan-2-yl)phenoxy)methyl)oxazol-4-yl)methanol